(2S,4R)-5-(3-((S)-2-((S)-2-aminopropionylamino)propionylamino)-4-hydroxyphenyl)-4-((tert-butoxycarbonyl)amino)-2-methylpentanoic acid N[C@H](C(=O)N[C@H](C(=O)NC=1C=C(C=CC1O)C[C@@H](C[C@@H](C(=O)O)C)NC(=O)OC(C)(C)C)C)C